C(C(C)C)(=O)N[C@@H](CS)C(=O)O N-Isobutyryl-L-cystein